NC=1C(=CC=C(C1)S(=O)(=O)O)S(=O)(=O)O.[Na] monosodium aniline-2,5-disulfonic acid